propyl dicyclohexyl-2,3-difluorophenethyl ether C1(CCCCC1)C(CC1=C(C(=CC=C1)F)F)(C1CCCCC1)OCCC